COC=1C2=C(N=C(N1)NC1=CC=C(C=C1)CN1CCN(CC1)C)NC=C2C2=CC=C(C=C2)S(=O)(=O)N(C)C 4-(4-methoxy-2-((4-((4-methylpiperazin-1-yl)methyl)phenyl)amino)-7H-pyrrolo[2,3-d]pyrimidin-5-yl)-N,N-dimethylbenzenesulfonamide